(R)-5-(difluoromethyl)-2-(4-((3,3-dimethyltetrahydro-2H-pyran-4-yl)amino)pyrido[3,4-d]pyridazin-1-yl)phenol FC(C=1C=CC(=C(C1)O)C1=C2C(=C(N=N1)N[C@H]1C(COCC1)(C)C)C=NC=C2)F